BrC1=CC=C(C=C1)[C@]12[C@](C3=NC=CC=C3O1)([C@@H]([C@@H]([C@H]2C2=CC=CC=C2)C(=O)OC)O)O |r| rac-methyl (5aR,6S,7R,8R,8aS)-5a-(4-bromophenyl)-8,8a-dihydroxy-6-phenyl-5a,7,8,8a-tetrahydro-6H-cyclopenta[4,5]furo[3,2-b]pyridine-7-carboxylate